1,2-bis(oxiran-2-ylmethoxy)benzene O1C(C1)COC1=C(C=CC=C1)OCC1OC1